4-[4-(2-fluorophenyl)piperidin-1-yl]-1-methyl-2-oxo-1,2-dihydroquinoline-3-carbonitrile FC1=C(C=CC=C1)C1CCN(CC1)C1=C(C(N(C2=CC=CC=C12)C)=O)C#N